2-(2H-benzotriazol-2-yl)-4,6-bis(1,1-dimethylethyl)phenol N=1N(N=C2C1C=CC=C2)C2=C(C(=CC(=C2)C(C)(C)C)C(C)(C)C)O